FC1=CC2=C(C(OC2=O)=O)C=C1 5-fluoro-2-benzofuran-1,3-dione